S(N)(=O)(=O)C1=CC=C(CSC2=C(N=NN2)C(=O)O)C=C1 5-((4-sulfamoylbenzyl)thio)-1H-1,2,3-triazole-4-carboxylic acid